N-(3-chloro-5-methylbenzyl)-2-(2,5-dimethoxy-4-(methylthio)phenyl)ethan-1-amine ClC=1C=C(CNCCC2=C(C=C(C(=C2)OC)SC)OC)C=C(C1)C